ClC=1C=NN(C(C1Cl)=O)CC(=O)NC1=CC(=C(C(=C1)F)C)S(N(C)C)(=O)=O 2-(4,5-dichloro-6-oxopyridazin-1(6H)-yl)-N-(3-(N,N-dimethylsulfamoyl)-5-fluoro-4-methylphenyl)acetamide